OCC=1C(=NC(N([C@H]2[C@H](O)[C@H](O)[C@@H](CO)O2)C1)=O)N 5-hydroxylmethylcytidine